ferric chloride lithium [Li].[Fe](Cl)(Cl)Cl